ethyldiethylamine styrenemethacrylate C(=CC1=CC=CC=C1)CC(C(=O)O)=C.C(C)N(CC)CC